disodium ethane CC.[Na].[Na]